N'-(4-fluorophenyl)cyclobutan-1,1-dicarboxamid FC1=CC=C(C=C1)NC(=O)C1(CCC1)C(=O)N